[Na].[Na].N1=C(C=C(C2=CC=CC=C12)C(=O)O)C1=NC2=CC=CC=C2C(=C1)C(=O)O biquinoline-4,4'-dicarboxylic acid disodium